2-(4-(4-(Aminomethyl)-7-oxo-6,7-dihydrothieno[2,3-d]pyridazin-2-yl)-1-methyl-1H-pyrazol-5-yl)-4-chloro-6-cyclopropyloxy-3-fluorobenzonitrile NCC=1C2=C(C(NN1)=O)SC(=C2)C=2C=NN(C2C2=C(C#N)C(=CC(=C2F)Cl)OC2CC2)C